OCC(CN(C(OC(C)(C)C)=O)C)C1=CC=CC=C1 tert-Butyl (3-hydroxy-2-phenylpropyl)(methyl)carbamate